1-but-2-enyl-4-methylbenzene C(C=CC)C1=CC=C(C=C1)C